C(C(C)(CCC[C@@H](C)[C@H]1CC[C@H]2[C@@H]3CCC4CCCC[C@]4(C)[C@H]3CC[C@]12C)O)(O)(O)O cholestane-tetraol